Sodium 3,5-dichloro-2-(hydroxymethyl)-4-iodobenzoate ClC=1C(=C(C(=O)[O-])C=C(C1I)Cl)CO.[Na+]